P(=O)(OC1=C(C=CC=C1C(C)C)C(C)C)(OC1=C(C=CC=C1C(C)C)C(C)C)[O-] bis(2,6-diisopropylphenyl) phosphate